[Si](C)(C)(C(C)(C)C)OC=1C=C(N(N1)CCO[Si](C)(C)C(C)(C)C)C(=O)OCC ethyl 5-[tert-butyl(dimethyl)silyl]oxy-2-[2-[tert-butyl(dimethyl) silyl] oxyethyl]pyrazole-3-carboxylate